silver Iridium [Ir].[Ag]